OCC1=CC=C(C=C1)N(C(OCC)=O)C ethyl N-[4-(hydroxymethyl)phenyl]-N-methylcarbamate